C(C(=C)C)(=O)OC1=CC=C(C=C1)C(C)(C)C1=CC=C(C=C1)OCCOC(C(=C)C)=O 2-(4-methacryloyloxyphenyl)-2-(4-methacryloyloxyethoxyphenyl)propane